C(CCCCCCCCCCCCC)N(CCCCCCCCCCCCCCC)CCCCCCCCCCCCCC di-(n-tetradecyl)pentadecylamine